C1(=CC=CC=C1)CC(=O)C1=CC=CC=C1 α-phenylacetophenone